ClC1=C(C=C(C(=C1)F)C1=C(C=C(C=C1F)F)F)C(=O)O 4-chloro-2',4',6,6'-tetrafluoro-[1,1'-biphenyl]-3-carboxylic acid